4-(5-phenoxypyrid-3-yl)2-hydroxybenzoic acid O(C1=CC=CC=C1)C=1C=C(C=NC1)C1=CC(=C(C(=O)O)C=C1)O